C(C)(C)OC(C1=C(N=C(C(=C1)F)N1N=C(N(C1=O)CC)COCC1=CC=CC=C1)Cl)=O 6-(3-((benzyloxy)methyl)-4-ethyl-5-oxo-4,5-dihydro-1H-1,2,4-triazol-1-yl)-2-chloro-5-fluoronicotinic acid isopropyl ester